C(#N)C1=CC=C(C=C1)C1(OC(OC1)=O)C=C 4-(4-cyano-phenyl)-4-vinyl-1,3-dioxolanone